(S)-2-((tert-butoxycarbonyl)amino)-3-(3-iodo-4-(((2-(trimethylsilyl)ethoxy)carbonyl)oxy)phenyl)propionic acid C(C)(C)(C)OC(=O)N[C@H](C(=O)O)CC1=CC(=C(C=C1)OC(=O)OCC[Si](C)(C)C)I